S1C=NC2=C1C=C(C=C2)\C=C\2/N=C(NC2=O)NCC2CC2 (4Z)-4-(1,3-Benzothiazol-6-ylmethylene)-2-(cyclopropylmethylamino)-1H-imidazol-5-one